[C@H]12CN(C[C@H](CC1)N2)C2=NC(=NC1=CC(=C(C=C21)F)C2=CC(=CC1=CC=C(C(=C21)CC)F)O)OC[C@]21CCCN1C[C@@H](C2)F 4-(4-((1R,5S)-3,8-diazabicyclo[3.2.1]octan-3-yl)-6-fluoro-2-(((2R,7aS)-2-fluorotetrahydro-1H-pyrrolizin-7a(5H)-yl)methoxy)quinazolin-7-yl)-5-ethyl-6-fluoronaphthalen-2-ol